FC1=C(C=C(C=C1)OC=1C(=C2C=CN(C2=CC1F)S(=O)(=O)C1=CC=C(C)C=C1)CO)C1=NN(C=C1)C(CC=C)C=1C=C(C=CC1)CCC(=O)OCC ethyl 3-(3-(1-(3-(2-fluoro-5-((6-fluoro-4-(hydroxymethyl)-1-tosyl-1H-indol-5-yl)oxy)phenyl)-1H-pyrazol-1-yl)but-3-en-1-yl)phenyl)propanoate